F[C@@H]1CC=2N(C=NC2CC(=O)[O-])C1 2-((R)-6-fluoro-6,7-dihydro-5H-pyrrolo[1,2-c]imidazol-1-yl)acetate